C(C)(C)(C)OC(=O)N1C[C@H]([C@@H](C1)C1=CC=CC=C1)C(N[C@@H]1C[C@H](C1)C1=CC=CC=C1)=O (3S,4R)-3-[(trans-3-phenylcyclobutyl)carbamoyl]-4-phenylpyrrolidine-1-carboxylic acid tert-butyl ester